(+)-(4aR,8aS)-6-[4-[3-Chloro-4-(trifluoromethyl)phenoxy]piperidin-1-carbonyl]-4,4a,5,7,8,8a-hexahydropyrido[4,3-b][1,4]oxazin-3-on ClC=1C=C(OC2CCN(CC2)C(=O)N2C[C@@H]3[C@@H](OCC(N3)=O)CC2)C=CC1C(F)(F)F